NCCOCCOCCOCCN=[N+]=[N-] 1-amino-11-azido-3,6,9-trioxaundecane